4-(4-((1R,5S)-3,8-diazabicyclo[3.2.1]octan-3-yl)-8-fluoro-2-(((2R,7aS)-2-fluorotetrahydro-1H-pyrrolizin-7a(5H)-yl)methoxy)quinazolin-7-yl)quinolin-2-ol [C@H]12CN(C[C@H](CC1)N2)C2=NC(=NC1=C(C(=CC=C21)C2=CC(=NC1=CC=CC=C21)O)F)OC[C@]21CCCN1C[C@@H](C2)F